(±)-2-(1-(4-((2,6-dioxoPiperidin-3-yl)amino)-2-fluorophenyl)-4-hydroxypiperidin-4-yl)acetic acid hydrochloride Cl.O=C1NC(CC[C@H]1NC1=CC(=C(C=C1)N1CCC(CC1)(O)CC(=O)O)F)=O |r|